C(C1=CC=CC=C1)N1N=C(C(=C1)F)C(=O)N[C@@H]1[C@H]2[C@@H](C3=C(N(C1=O)C([2H])([2H])[2H])C=CC(=C3)S(=O)(=O)C)C2 1-benzyl-4-fluoro-N-((1aR,2R,8bS)-4-trideuteriomethyl-7-(methylsulfonyl)-3-oxo-1,1a,2,3,4,8b-hexahydrobenzo[b]cycloprop[d]azepin-2-yl)-1H-pyrazole-3-carboxamide